(S)-2-(1-cyclopropyl-3-methyl-4-oxo-1,4-dihydro-5H-pyrazolo[3,4-d]pyridazin-5-yl)-N-(1-(4-(trifluoromethyl)phenyl)ethyl)acetamide C1(CC1)N1N=C(C2=C1C=NN(C2=O)CC(=O)N[C@@H](C)C2=CC=C(C=C2)C(F)(F)F)C